FC1=CC=C(C=C1)C1C=2N(CCN1C(=O)O[C@@H]1CN3CCC1CC3)C=CN2 (S)-quinuclidin-3-yl 8-(4-fluorophenyl)-5,6-dihydroimidazo[1,2-a]pyrazine-7(8H)-carboxylate